ClC=1C=C(C=C(C1F)Cl)C1(CC(=NO1)C1=CC(=C(C(=O)NC2=NN(C(=N2)C2=CC=CC=C2)C)C=C1)C)C(F)(F)F 4-(5-(3,5-dichloro-4-fluorophenyl)-5-(trifluoromethyl)-4,5-dihydroisoxazol-3-yl)-2-methyl-N-(1-methyl-5-phenyl-1H-1,2,4-triazol-3-yl)benzamide